(4-chloro-3-fluorophenyl)-N-{[2,5-dioxo-4-(1,3-thiazol-2-yl)imidazolidin-4-yl]methyl}-2H-1,2,3-triazole-4-carboxamide ClC1=C(C=C(C=C1)N1N=CC(=N1)C(=O)NCC1(NC(NC1=O)=O)C=1SC=CN1)F